2'-oxo-1',2',6,7-tetrahydro-4H-spiro[benzofuran-5,3'-pyrrolo[2,3-b]pyridine]-2-carboxylate O=C1C2(C=3C(=NC=CC3)N1)CCC1=C(C=C(O1)C(=O)[O-])C2